3-(difluoromethyl)-N-(((2S,3R,6R)-2,6-dimethylmorpholin-3-yl)methyl)-5-(trifluoromethyl)pyridin-2-amine hydrochloride Cl.FC(C=1C(=NC=C(C1)C(F)(F)F)NC[C@H]1NC[C@H](O[C@H]1C)C)F